4-(3-(2-aminoethoxy)propyl)-2-(2,6-dioxopiperidin-3-yl)isoindoline-1,3-dione NCCOCCCC1=C2C(N(C(C2=CC=C1)=O)C1C(NC(CC1)=O)=O)=O